C(#CC)OC(=O)C1CC2(C1)CCC2 spiro[3.3]heptane-2-carboxylic acid propynyl ester